C(C)(C)(C)[Si](C)(C)OC1CC=CC1 tert-butyl-(cyclopent-3-en-1-yloxy)dimethylsilane